(S)-2-((tert-butoxycarbonyl)(methyl)amino)-3-cyclopropylpropanoic acid C(C)(C)(C)OC(=O)N([C@H](C(=O)O)CC1CC1)C